Ethyl (R)-5-bromothiophene-2-sulfinate BrC1=CC=C(S1)[S@](=O)OCC